FC(C(CCO)(F)F)(S(=O)(=O)[O-])F.FC1=CC=C(C=C1)[S+](C1=CC=CC=C1)C1=CC=CC=C1 (4-fluorophenyl)diphenylsulfonium 1,1,2,2-tetrafluoro-4-hydroxybutane-1-sulfonic acid salt